ClC1=CC(=C(C=C1)C1=NC(=CC=2N=C(N(C(C21)=O)C)C)N2C[C@H](CC2)C2=CC=NC=C2)F (R)-5-(4-chloro-2-fluorophenyl)-2,3-dimethyl-7-(3-(pyridin-4-yl)pyrrolidin-1-yl)pyrido[4,3-d]pyrimidin-4(3H)-one